(tert-butoxycarbonyl)-L-glutamic acid dimethyl ester COC([C@@H](NC(=O)OC(C)(C)C)CCC(=O)OC)=O